NC1=C(C=NN1C1=CC(=CC=C1)OC)C#N 5-amino-1-(3-methoxyphenyl)-1H-pyrazole-4-carbonitrile